FC=1C=C(O[C@H]2C[C@]3([C@H](CN(C3)C[C@H](O)C=3C=C4CCC(NC4=CC3)=O)C2)O)C=CC1 6-((R)-2-((3aR,5R,6aS)-5-(3-fluorophenoxy)-3a-hydroxyhexahydrocyclopenta[c]pyrrol-2(1H)-yl)-1-hydroxyethyl)-3,4-dihydroquinolin-2(1H)-one